2-[1-(6-cyclobutylpyrimidin-4-yl)piperidin-4-yl]-6-(3,5-dimethylpyrazol-1-yl)pyridazin-3-one C1(CCC1)C1=CC(=NC=N1)N1CCC(CC1)N1N=C(C=CC1=O)N1N=C(C=C1C)C